3-(2-methoxyethyl)-7-morpholino-5-[1-(m-tolyl)-3-pyrazolyl]-3H-1,3,4-triazaindene COCCN1C=NC2=C(C=C(N=C12)C1=NN(C=C1)C=1C=C(C=CC1)C)N1CCOCC1